(5-(3,5-difluorobenzyl)-1H-indazol-3-yl)-4-(4-ethynylpiperidin-1-yl)-2-((tetrahydro-2H-pyran-4-yl)amino)benzamide FC=1C=C(CC=2C=C3C(=NNC3=CC2)C=2C(=C(C(=O)N)C=CC2N2CCC(CC2)C#C)NC2CCOCC2)C=C(C1)F